N-(4-((2-(1,1-difluoroethyl)-6-methylpyrimidin-4-yl)amino)-5-(2-(2-methoxyethyl)-2H-1,2,3-triazol-4-yl)pyridin-2-yl)acetamide FC(C)(F)C1=NC(=CC(=N1)NC1=CC(=NC=C1C1=NN(N=C1)CCOC)NC(C)=O)C